N(CC(=O)O)C=1C(=C(C(=O)N[C@H](C)C2=CC(=NC3=CC=CC=C23)CN)C=CC1)C glycineO-N-{(1R)-1-[2-(aminomethyl)quinolin-4-yl]ethyl}-2-methylbenzamide